Cl.NC/C(/CN1N=CN(C1=O)CC=1SC(=CC1)C#CC1=CN=CN1C)=C\F 2-[(2E)-2-(aminomethyl)-3-fluoroprop-2-en-1-yl]-4-(5-[(1-methyl-1H-imidazol-5-yl)ethynyl]thiophen-2-ylmethyl)-2,4-dihydro-3H-1,2,4-triazol-3-one hydrochloride